NC=1C(=C(C=C2C=C(N=CC12)NC1=NN2CC(N(CC(C2=C1)C)C)=O)C=1C=NC=CC1C)F 2-((8-amino-7-fluoro-6-(4-methylpyridin-3-yl)isoquinolin-3-yl)amino)-4,6-dimethyl-5,6-dihydro-4H-pyrazolo[1,5-d][1,4]diazepin-7(8H)-one